C(C)(C)C1=C(C(=O)[O-])C=CC=C1 2-isopropylbenzoate